C(#N)C1(CC2=CC=CC=C2C(C1)C(NC1=CC=CC=C1)=O)C(=O)OCC ethyl 2-cyano-4-(phenylcarbamoyl)-1,2,3,4-tetrahydronaphthalene-2-carboxylate